C(C)(C)N1C(N(C=2N=NC=3C=CC(=CC3C21)C=2C=NC(=CC2)[C@@H](C)OCCN2C[C@@H](CC2)OC)C)=O 1-isopropyl-8-(6-((R)-1-(2-((R)-3-methoxypyrrolidin-1-yl)ethoxy)ethyl)pyridin-3-yl)-3-methyl-1H-imidazo[4,5-c]cinnolin-2(3H)-one